C(C=C)C(CN)CC=C 2-allylpent-4-enyl-amine